C(#C)C1CC(C1)(OC)OC 3-ethynyl-1,1-dimethoxycyclobutane